N-methyl-N-hexyl-2-propylheptanamide CN(C(C(CCCCC)CCC)=O)CCCCCC